5-(2,3-Dimethylphenyl)-1-methyl-6-oxo-1,6-dihydropyridine-2-carboxylic acid CC1=C(C=CC=C1C)C1=CC=C(N(C1=O)C)C(=O)O